(5'S,7a'R)-1-(4-cyclopropyl-5-fluoropyrimidin-2-yl)-5'-(3,5-difluorophenyl)tetrahydro-3'H-spiro[piperidine-4,2'-pyrrolo[2,1-b][1,3]oxazol]-3'-one C1(CC1)C1=NC(=NC=C1F)N1CCC2(C(N3[C@H](O2)CC[C@H]3C3=CC(=CC(=C3)F)F)=O)CC1